FC(C(C(F)(F)F)(F)F)(N(C(C(C(F)(F)F)(F)F)(F)F)C(F)(F)F)F Perfluoromethyl-dipropylamine